FC=1C=C(C=CC1)C=1C(=NN(C1C(=O)O)C=1SC(=C(N1)N1C2CC(CC1CC2)(C(F)(F)F)OC)SC(C)C)C 4-(3-fluorophenyl)-1-(5-(isopropylthio)-4-(3-methoxy-3-(trifluoromethyl)-8-azabicyclo[3.2.1]octan-8-yl)thiazol-2-yl)-3-methyl-1H-pyrazole-5-carboxylic acid